N-((1H-imidazol-4-yl)(phenyl)methyl)-3-chloroaniline N1C=NC(=C1)C(NC1=CC(=CC=C1)Cl)C1=CC=CC=C1